tert-butyl (8-(3-(benzyloxy)-2,6-dimethylphenyl)-6-((3-methoxycyclobutyl)(methyl)amino)pyrido[3,4-d]pyrimidin-4-yl)(2,4-dimethoxybenzyl)carbamate C(C1=CC=CC=C1)OC=1C(=C(C(=CC1)C)C1=NC(=CC2=C1N=CN=C2N(C(OC(C)(C)C)=O)CC2=C(C=C(C=C2)OC)OC)N(C)C2CC(C2)OC)C